CC1=C(NCCC#N)C=CC=C1C 2,3-dimethyl-monocyanoethylaniline